3,5-difluoro-4-(((2-methoxy-5-nitro-3-phenyl-pyridin-4-yl)amino)methyl)benzenesulfonamide FC=1C=C(C=C(C1CNC1=C(C(=NC=C1[N+](=O)[O-])OC)C1=CC=CC=C1)F)S(=O)(=O)N